5-(3-fluoropyridin-4-yl)-N-((6-(3-(methylamino)azetidin-1-yl)pyridin-2-yl)methyl)-7H-pyrrolo[2,3-d]pyrimidin-4-amine FC=1C=NC=CC1C1=CNC=2N=CN=C(C21)NCC2=NC(=CC=C2)N2CC(C2)NC